CSC1=NN=C(O1)C1=CC=C(C(=O)O)C=C1 4-(5-methylsulfanyl-1,3,4-oxadiazole-2-yl)benzoic acid